C1(=CC=CC=C1)[C@H]1NC(OC1)=O (R)-4-phenyl-Oxazolidin-2-one